2-(4'-Methoxy-[1,1'-biphenyl]-2-yl)pyridine COC1=CC=C(C=C1)C1=C(C=CC=C1)C1=NC=CC=C1